2-fluoro-N-(pyridin-2-yl)benzamide methyl-N-[4-methyl-5-({4-[(2S)-2-{[2-(trifluoromethyl)quinazolin-4-yl]amino}propyl]piperazin-1-yl}sulfonyl)-1,3-thiazol-2-yl]carbamate COC(NC=1SC(=C(N1)C)S(=O)(=O)N1CCN(CC1)C[C@H](C)NC1=NC(=NC2=CC=CC=C12)C(F)(F)F)=O.FC1=C(C(=O)NC2=NC=CC=C2)C=CC=C1